ONC(C[C@@H](CC1=CNC2=CC=CC=C12)N1N=NC(=C1)CNS(=O)(=O)C=1SC(=CC1)C1=CC=CC=C1)=O (R)-N-hydroxy-4-(1H-indol-3-yl)-3-(4-((5-phenylthiophene-2-sulfonylamino)methyl)-1H-1,2,3-triazol-1-yl)butanamide